ClC1=C(C(=O)NC=2C(=C(C(=O)NC3=C(C=C(C=C3)C(C(F)(F)F)(C(F)(F)F)F)C)C=CC2)F)C=CC=C1 3-(2-chlorobenzoylamino)-2-fluoro-N-(2-methyl-4-(perfluoropropan-2-yl)phenyl)benzamide